ClC1=CC(=C(COC2=CC=CC(=N2)C2=CC=C(C=C2)O)C=C1)F 4-(6-((4-chloro-2-fluorobenzyl)oxy)pyridin-2-yl)phenol